The molecule is a hydroxamic acid ester that is benzhydroxamic acid (N-hydroxybenzamide) in which the hydroxamic acid group has been converted to the corresponding 2,3-dihydroxypropyl ester and in which the benzene ring has been substituted at position 2 by a (2-fluoro-4-iodophenyl)amino group and at positions 3 and 4 by fluorines (the R enantiomer). It has a role as an EC 2.7.12.2 (mitogen-activated protein kinase kinase) inhibitor and an antineoplastic agent. It is a hydroxamic acid ester, a secondary amino compound, a member of monofluorobenzenes, an organoiodine compound, a member of propane-1,2-diols and a difluorobenzene. C1=CC(=C(C=C1I)F)NC2=C(C=CC(=C2F)F)C(=O)NOC[C@@H](CO)O